CC1=C(C=C2C=CC=NC2=C1)CCNC(OC(C)(C)C)=O tert-butyl (2-(7-methylquinolin-6-yl)ethyl)carbamate